C(CCCCCCCCC)C=1C(=C(C=CC1)NC1=CC=CC=C1)CCCCCCCCCC di-decyl-diphenylamine